CN(C(OC1=CC2=C(CN(C(O2)=O)CC2=C(C(=CC=C2)[N+](=O)[O-])F)N=C1)=O)C 3-[(2-fluoro-3-nitrophenyl)methyl]-2-oxo-2H,3H,4H-pyrido[2,3-e][1,3]oxazin-7-yl N,N-dimethylcarbamate